ClC=1C(=C(C=CC1)\N=N\N(CC)CC)C#C (1E)-1-(3-chloro-2-ethynylphenyl)-3,3-diethyltriaz-1-ene